ClC1=C(C=C2NC=3CC(CC(C3C(C2=C1)=O)=O)C=1C=NC(=CC1)OC1=CC=C(C=C1)OC(F)(F)F)OC 7-chloro-6-methoxy-3-(6-(4-(trifluoromethoxy)phenoxy)pyridin-3-yl)-3,4-dihydroacridine-1,9(2H,10H)-dione